9-bromonaphtho[1,2-b]furan-7-ol BrC=1C=C(C=C2C=CC3=C(OC=C3)C12)O